N(=[N+]=[N-])CCNC1=C2CN(C(C2=CC=C1)=O)C1C(NC(CC1)=O)=O 3-(4-((2-azidoethyl)amino)-1-oxoisoindolin-2-yl)piperidine-2,6-dione